C(C1=CC=CC=C1)N(C1=CC=CC=C1)CC1=CC=CC=C1 N,N-di-benzyl-aniline